S-(3-Oxobutyl) ethanethioate CC(=O)CCSC(=O)C